2-(4-(4-((5-(tert-butyl)-1,2,4-oxadiazole-3-carboxamido)methyl)-3-methylphenyl)pyrrolo[1,2-b]pyridazin-6-yl)ethyl methanesulfonate CS(=O)(=O)OCCC=1C=C2N(N=CC=C2C2=CC(=C(C=C2)CNC(=O)C2=NOC(=N2)C(C)(C)C)C)C1